C(C)OC(=O)C=1N(C(=CC1)Cl)NC(=O)OC(C)(C)C ((tert-butoxycarbonyl)amino)-5-chloro-1H-pyrrole-2-carboxylic acid ethyl ester